tert-Butyl 3-(3-amino-6-chloro-pyridazin-4-yl)-3,9-diazabicyclo[3.3.1]nonane-9-carboxylate NC=1N=NC(=CC1N1CC2CCCC(C1)N2C(=O)OC(C)(C)C)Cl